N-[1-[5-chloro-2-(4-morpholinoanilino)pyrimidin-4-yl]indol-5-yl]prop-2-enamide ClC=1C(=NC(=NC1)NC1=CC=C(C=C1)N1CCOCC1)N1C=CC2=CC(=CC=C12)NC(C=C)=O